[Li]CCC(CC[Li])[Li] 1,3,5-trilithio-pentane